C(C1=CC=CC=C1)(C1=CC=CC=C1)(C1=CC=CC=C1)[S+](CCN)SCCN S-trityl-cystamine